3-(3,4-epoxycyclohexyl)propyl-trimethoxysilane C1(CC2C(CC1)O2)CCC[Si](OC)(OC)OC